((7R)-7-Amino-2-azabicyclo[2.2.1]heptan-2-yl)(2-(1-(cyclopropylmethyl)-6-(1-isopropyl-1H-pyrazol-4-yl)-1H-indol-2-yl)-3-methylbenzofuran-6-yl)methanone N[C@H]1C2N(CC1CC2)C(=O)C2=CC1=C(C(=C(O1)C=1N(C3=CC(=CC=C3C1)C=1C=NN(C1)C(C)C)CC1CC1)C)C=C2